S-citramalate C[C@](CC(=O)[O-])(C(=O)[O-])O